(S)-3-Acetoxypyrrolidine-1-carboxylic acid benzyl ester C(C1=CC=CC=C1)OC(=O)N1C[C@H](CC1)OC(C)=O